C(C)(=O)N(C1=C(C=C(C=C1)C1=CC=C(C=N1)C(=O)NCC=1C=NC=CC1)C(F)(F)F)C 6-[4-[acetyl-(methyl)amino]-3-(trifluoromethyl)phenyl]-N-(3-pyridylmethyl)pyridine-3-carboxamide